C(#N)C1=CC(=C(C=C1)COC1=NN(C=C1)C1=CC(=C(C=C1C)CC(=O)OC)F)F methyl 2-[4-[3-[(4-cyano-2-fluoro-phenyl)methoxy]pyrazol-1-yl]-2-fluoro-5-methyl-phenyl]acetate